(1R,5R,18S)-5-ethyl-3-imino-16,16-dimethyl-10,15,25-trioxa-2,4,19-triazahexacyclo[19.6.2.22,5.211,14.013,18.024,28]tritriaconta-11,13,21,23,28,30-hexaene-20,33-dione C(C)[C@@]12NC(N([C@@H]3CCOC4=CC=C(C(N[C@H]5CC(OC6=C5C=C(OCCCC1)C=C6)(C)C)=O)C=C34)C(C2)=O)=N